tert-butyl (3R,4R)-3-fluoro-4-(piperidin-4-yloxy)piperidine-1-carboxylate 4-methylbenzenesulfonate salt CC1=CC=C(C=C1)S(=O)(=O)O.F[C@@H]1CN(CC[C@H]1OC1CCNCC1)C(=O)OC(C)(C)C